2'-methyl-4,4'-bipyridine CC1=NC=CC(=C1)C1=CC=NC=C1